3-[[3-fluoro-2-(methylsulfamoylamino)pyridin-4-yl]methyl]-4-methyl-7-pyrimidin-2-yloxy-benzopyran-2-one FC=1C(=NC=CC1CC=1C(OC2=C(C1C)C=CC(=C2)OC2=NC=CC=N2)=O)NS(NC)(=O)=O